C(#N)C1=CC(=C(C=C1)[C@H]1OC2=C(OC1)C=CC=C2C2CCN(CC2)CC2=NC1=C(N2C)C=C(C=C1OCCF)C(=O)O)F (R)-2-((4-(3-(4-Cyano-2-fluorophenyl)-2,3-dihydrobenzo[b][1,4]dioxin-5-yl)piperidin-1-yl)methyl)-4-(2-fluoroethoxy)-1-methyl-1H-benzo[d]imidazole-6-carboxylic acid